[OH-].C(C1=CC=CC=C1)[N+](C)(C)C Benzyltrimethyl-ammonium Hydroxide